C(C)(=O)C1=C(C=C(C=N1)CC#N)S(=O)(=O)CC 2-(6-acetyl-5-ethylsulfonyl-3-pyridinyl)acetonitrile